[Tb].[Tm] thulium-terbium